C1(CC1)S(=O)(=O)N1N=CC(=C1)C1=NC=CC(=N1)C1(C=C(C(=CN1)C1=NC(=CC=C1)F)NC1CCC(CC1)NCCF)N 6'-(2-(1-(Cyclopropylsulfonyl)-1H-pyrazol-4-yl)pyrimidin-4-yl)-6-fluoro-N4'-((1s,4s)-4-((2-fluoroethyl)amino)cyclohexyl)-[2,3'-bipyridine]-4',6'-diamine